4-amino-N-(bicyclo[1.1.1]pentan-1-yl)-7-fluoro-N-((5-(trifluoromethyl)-2-pyridinyl)methyl)-1,3-dihydrofuro[3,4-c]quinoline-8-carboxamide NC1=NC=2C=C(C(=CC2C2=C1COC2)C(=O)N(CC2=NC=C(C=C2)C(F)(F)F)C21CC(C2)C1)F